C(C)(C)C1=C(C=CC=C1)C1=C(N=CC(=N1)NS(=O)(=O)C=1C(=NN(C1)C)C)C1=CC(=CC=C1)[C@H]1C[C@H](CC1)OC(F)(F)F N-(6-(2-isopropylphenyl)-5-(3-((1R,3S)-3-(trifluoromethoxy)cyclopentyl)phenyl)pyrazin-2-yl)-1,3-dimethyl-1H-pyrazole-4-sulfonamide